2,6-bis(5,6-bis(sulfophenyl)-1,2,4-triazin-3-yl)pyridine S(=O)(=O)(O)C1=C(C=CC=C1)C=1N=C(N=NC1C1=C(C=CC=C1)S(=O)(=O)O)C1=NC(=CC=C1)C=1N=NC(=C(N1)C1=C(C=CC=C1)S(=O)(=O)O)C1=C(C=CC=C1)S(=O)(=O)O